N-Boc-L-5-hydroxytryptophan methyl ester COC([C@@H](NC(=O)OC(C)(C)C)CC1=CNC2=CC=C(C=C12)O)=O